2-(((Tert-butyldimethylsilyl)oxy)methyl)-N-((7-fluorotricyclo[6.2.0.03,6]deca-1,3(6),7-trien-2-yl)carbamoyl)-2-methyl-N'-trityl-2,3-dihydropyrazolo[5,1-b]oxazole-7-sulfonimidamide [Si](C)(C)(C(C)(C)C)OCC1(CN2C(O1)=C(C=N2)S(=O)(NC(NC2=C1CCC1=C(C=1CCC21)F)=O)=NC(C2=CC=CC=C2)(C2=CC=CC=C2)C2=CC=CC=C2)C